The molecule is an ammonium ion resulting from the protonation of both nitrogen atoms of bedaquiline. It is an ammonium ion derivative and an organic cation. It is a conjugate acid of a bedaquiline. C[NH+](C)CC[C@@](C1=CC=CC2=CC=CC=C21)([C@H](C3=CC=CC=C3)C4=C([NH+]=C5C=CC(=CC5=C4)Br)OC)O